C(CCC)N1C(N(C(CC1=O)=O)C1CCC2(CN(C2)C(=O)OCC2=CC=CC=C2)CC1)=O benzyl 7-(3-butyl-2,4,6-trioxo-1,3-diazinan-1-yl)-2-azaspiro[3.5]nonane-2-carboxylate